NC1=NC=C(C(=N1)N[C@@H]1CC[C@H](CC1)O)C1CCN(CC1)C(=O)OC(C)(C)C tert-butyl 4-(2-amino-4-((trans-4-hydroxycyclohexyl)amino)pyrimidin-5-yl)piperidine-1-carboxylate